3-((S)-2-hydroxy-3-((R)-8-(4-hydroxy-8-methylquinolin-3-ylsulfonyl)-1-oxa-8-azaspiro[4.5]decan-3-ylamino)propoxy)-N-methylbenzenesulfonamide O[C@H](COC=1C=C(C=CC1)S(=O)(=O)NC)CN[C@H]1COC2(C1)CCN(CC2)S(=O)(=O)C=2C=NC1=C(C=CC=C1C2O)C